C(C)(C)C1=C(NC2=CN=C(C=C21)C2CCN(CC2)CC(=O)N(C)C)C=2C=C(C=1N(C2)N=CN1)OC 2-(4-(3-isopropyl-2-(8-methoxy-[1,2,4]triazolo[1,5-a]pyridin-6-yl)-1H-pyrrolo[2,3-c]pyridin-5-yl)piperidin-1-yl)-N,N-dimethylacetamide